(4-benzothiophen-2-yl-phenyl)-(4-benzoxazol-2-yl-phenyl)-(4-dibenzofuran-3-yl-phenyl)amine S1C(=CC2=C1C=CC=C2)C2=CC=C(C=C2)N(C2=CC=C(C=C2)C=2C=CC1=C(OC3=C1C=CC=C3)C2)C2=CC=C(C=C2)C=2OC3=C(N2)C=CC=C3